(E)-1,3,2-dioxaborolane O1BOCC1